2-(5-bromo-4-methoxypyrimidin-2-yl)-6-(2,4-dimethylphenyl)-5,6,7,8-tetrahydrophthalazin-1(2H)-one BrC=1C(=NC(=NC1)N1C(C=2CCC(CC2C=N1)C1=C(C=C(C=C1)C)C)=O)OC